CC1(CC1)NCC=1C=C(C=2N(C1)N=CN2)C(=O)OC methyl 6-(((1-methylcyclopropyl)amino)methyl)-[1,2,4]triazolo[1,5-a]pyridine-8-carboxylate